C1=CC=CC=2C3=CC=CC=C3C(C12)COC(=O)N[C@H](C(=O)O)CC1=CC=C(C=C1)CNC(=O)OC(C)(C)C (S)-2-((((9H-fluoren-9-yl)methoxy)carbonyl)amino)-3-(4-(((tert-butoxycarbonyl)amino)methyl)phenyl)propanoic acid